CC(CC(=O)N)(C)C 3,3-dimethyl-butyramide